Gold(I) Phosphine P.[Au+]